C1(CC1)[C@]1(C(N(C[C@H]1C)C=1C=2N(C=C(N1)C1=NC(=CC=C1)F)N=CC2)=O)C#N (3R,4S)-3-cyclopropyl-1-[6-(6-fluoropyridin-2-yl)pyrazolo[1,5-a]pyrazin-4-yl]-4-methyl-2-oxopyrrolidine-3-carbonitrile